FC=1C=C(C=CC1F)[Mg]Br 3,4-difluorophenylmagnesium bromide